OCCC1CC(CO1)O 5-(2-hydroxyethyl)tetrahydrofuran-3-ol